FC1=C(C=CC=C1)[C@@H]1CC[C@H]2OC3(C(N21)=O)CCN(CC3)C3=NC=C(C=2N3N=CN2)C#N 5-[(5'S,7a'R)-5'-(2-fluorophenyl)-3'-oxotetrahydro-1H,3'H-spiro[piperidine-4,2'-pyrrolo[2,1-b][1,3]oxazol]-1-yl][1,2,4]triazolo[1,5-c]pyrimidine-8-carbonitrile